Amino-2-chloro-N-(2-(((3R,6R,8aS,9R,10S,12R,12aR)-3,6,9-trimethyldecahydro-12H-3,12-epoxy[1,2]dioxepino[4,3-i]isochromen-10-yl)oxy)ethyl)benzenesulfonamide NC=1C(=C(C=CC1)S(=O)(=O)NCCO[C@H]1O[C@H]2[C@@]34C([C@@H](CC[C@H]3[C@H]1C)C)CC[C@@](OO4)(O2)C)Cl